methyl-phosphoric acid COP(O)(O)=O